CC(C(=O)O)C(C1=CC=C(C=C1)C(F)(F)F)N1[C@@H](CN([C@H](C1)CC)C=1C2=C(N(C(N1)=O)C)C=CC(=N2)Cl)CC methyl-3-((2r,5s)-4-(6-chloro-1-methyl-2-oxo-1,2-dihydropyrido[3,2-d]pyrimidin-4-yl)-2,5-diethylpiperazin-1-yl)-3-(4-(trifluoromethyl)phenyl)propanoic acid